N(=NCC(CCC(C)C)=O)CC(CCC(C)C)=O azodiisoheptanone